FC(C1=C(C(=CC=C1)F)C1=NC=2C=NNC2C=2C=NN3CCCN1C23)F 8-[2-(difluoromethyl)-6-fluoro-phenyl]-3,4,7,9,13,14-hexazatetracyclo[7.6.1.02,6.013,16]hexadeca-1(16),2(6),4,7,14-pentaene